FC(C(C(F)(F)OC(C(C(CCC(F)(F)F)(F)F)(F)F)(F)F)(F)F)(CCC(F)(F)F)F nonafluorohexyl ether